tert-butyl 3-{4-[(3-methyl-4-{[1,2,4]triazolo[1,5-a]pyridin-7-yloxy}phenyl)amino]pyrido[3,2-d]pyrimidin-6-yl}-3,8-diazabicyclo[3.2.1]octane-8-carboxylate CC=1C=C(C=CC1OC1=CC=2N(C=C1)N=CN2)NC=2C1=C(N=CN2)C=CC(=N1)N1CC2CCC(C1)N2C(=O)OC(C)(C)C